COC1=C(C(=CC=C1)C)B1OC(C(O1)(C)C)(C)C 2-(2-methoxy-6-methylphenyl)-4,4,5,5-tetramethyl-1,3,2-dioxaborolane